C(C)OC1=C(SC(=C1)C1=NC=NC(=C1)NCCN1C(=CC2=C(C=CC(=C12)F)OC)C)CCC(=O)O 3-(3-Ethoxy-5-{6-[2-(7-fluoro-4-methoxy-2-methyl-indol-1-yl)-ethylamino]-pyrimidin-4-yl}-thiophen-2-yl)-propionic acid